phenanthroline-imine N1C(C=CC2=CC=C3C=CC=NC3=C12)=N